C(C=CC1=CC=CC=C1)(=O)OCCCCNC(\C(=C\C)\C)=O 4-((e)-2-methylbut-2-enamido)butyl cinnamate